3-amino-N-[(6S)-2-[(5S,9S)-9-amino-1-oxa-7-azaspiro[4.4]nonan-7-yl]-5,6,7,8-tetrahydroquinolin-6-yl]-6-methylthieno[2,3-b]pyridine-2-carboxamide NC1=C(SC2=NC(=CC=C21)C)C(=O)N[C@@H]2CC=1C=CC(=NC1CC2)N2C[C@@]1(CCCO1)[C@H](C2)N